ClC1=C(NC2=CC=C(C(=C12)Cl)F)C(=O)N1C[C@@H](CC1)C(=O)N1CC(CC1)N1CC(C1)(F)F (3,4-dichloro-5-fluoro-1H-indol-2-yl)((3R)-3-(3-(3,3-difluoroazetidin-1-yl)pyrrolidine-1-carbonyl)pyrrolidin-1-yl)methanone